1,5-bis(2-methoxyphenyl)pent-1,4-dien-3-one COC1=C(C=CC=C1)C=CC(C=CC1=C(C=CC=C1)OC)=O